CN1C(=NC=C1CN1CCN(CC1)C1=C(C#N)C=CC(=C1)CC(C)C)C 2-(4-((1,2-dimethyl-1H-imidazol-5-yl)methyl)piperazin-1-yl)-4-isobutylbenzonitrile